ClC=1C=C(C=CC1)C1(CC1)C=1NC(C2=C(N1)CCN(C2)C(C(C2=CC(=CC=C2)C(C)C)O)=O)=O 2-(1-(3-chlorophenyl)cyclopropyl)-6-(2-hydroxy-2-(3-isopropylphenyl)acetyl)-5,6,7,8-tetrahydropyrido[4,3-d]pyrimidin-4(3H)-one